N6-(tert-butyloxycarbonyl)-L-lysine C(C)(C)(C)OC(=O)NCCCC[C@H](N)C(=O)O